CC(C)(C)OC(=O)N1C2CNCC1CC2 3,8-diazabicyclo[3.2.1]octane-8-carboxylic acid-2-Methylprop-2-yl ester